N-[2-(benzyloxy)-5-(2-bromo-1-hydroxyethyl)phenyl]formamide C(C1=CC=CC=C1)OC1=C(C=C(C=C1)C(CBr)O)NC=O